C(C)OC(=O)[C@@H]1N(C[C@H](C1)C1=CC=CC=C1)C(=O)OC(C)(C)C (2R,4R)-1-(tert-butoxycarbonyl)-4-phenylpyrrolidine-2-carboxylic acid ethyl ester